FC=1C(=C(C=C(C1)C(C)C)[C@H](C(=O)O)N1C[C@@H](CC1)N(CCC(F)(F)F)CCCCCC1=NC=2NCCCC2C=C1)OC (R)-2-(3-fluoro-5-isopropyl-2-methoxyphenyl)-2-((R)-3-((5-(5,6,7,8-tetrahydro-1,8-naphthyridin-2-yl)pentyl)(3,3,3-trifluoropropyl)amino)pyrrolidin-1-yl)acetic acid